5-bromo-4-fluoro-6-oxo-1,6-dihydropyridine-2-carboxamide BrC1=C(C=C(NC1=O)C(=O)N)F